OC=1C=C(C=CC1)C1=CC(=C(C(=C1)OC)CN1CCNCC1)OC 4-[[4-(3-Hydroxyphenyl)-2,6-dimethoxyphenyl]methyl]piperazin